ClC1=C2C(=NC=N1)N(N=C2)CC2=CC(=CC(=C2)Cl)Cl 4-chloro-1-(3,5-dichlorobenzyl)-1H-pyrazolo[3,4-d]pyrimidine